O1C[C@@H]2C3[C@H]1OCC(C3)[C@@H]2CC(=O)N[C@H]([C@@H](CN(S(=O)(=O)C2=CC=C(C=C2)P(OCC)(OCC)=O)CC(C)C)O)CC2=CC=CC=C2 Diethyl (4-(N-((2R,3S)-3-(2-((3S,7aS,8S)-hexahydro-2H-3,5-methanofuro[2,3-b]pyran-8-yl)acetamido)-2-hydroxy-4-phenylbutyl)-N-isobutylsulfamoyl)phenyl)phosphonate